C(C1=CC=CC=C1)OC1=C(N(C=CC1=O)CC(=O)C1=CC(=C(C=C1)OC)OC)C 3-(benzyloxy)-1-(2-(3,4-dimethoxyphenyl)-2-oxoethyl)-2-methylpyridin-4(1H)-one